2-(4-oxoquinazolin-3(4H)-yl)-N'-(2-chlorophenyl)acethydrazide 7-chloro-7-oxoheptyl(trifluoromethyl)carbamate ClC(CCCCCCN(C(O)=O)C(F)(F)F)=O.O=C1N(C=NC2=CC=CC=C12)CC(=O)NNC1=C(C=CC=C1)Cl